P(OC1=C(C=C(C=C1)C(CC)(C)C)C(CC)(C)C)(OC1=CC=C(C=C1)C(CC)(C)C)OC1=CC=C(C=C1)C(CC)(C)C 2,4-bis(1,1-dimethylpropyl)phenyl bis[4-(1,1-dimethylpropyl)phenyl] phosphite